4-(4'-(N,N-dipropylsulfamoyl)-[1,1'-biphenyl]-4-yl)butanoic acid C(CC)N(S(=O)(=O)C1=CC=C(C=C1)C1=CC=C(C=C1)CCCC(=O)O)CCC